ClC=1C=C(C=CC1OC)C=1CCN(CC1)C(=O)OC(C)(C)C tert-Butyl 4-(3-chloro-4-methoxyphenyl)-3,6-dihydropyridine-1(2H)-carboxylate